piperazine-1,4-dicarboxylic acid 1-tert-butyl 4-(4-methoxyphenylethyl) ester COC1=CC=C(C=C1)CCOC(=O)N1CCN(CC1)C(=O)OC(C)(C)C